(4-(4-((1r,4r)-4-aminocyclohexylamino)-2-(3,5-bis(trifluoromethyl)phenylamino)pyrimidin-5-yl)-1H-pyrazol-1-yl)ethan-1-ol NC1CCC(CC1)NC1=NC(=NC=C1C=1C=NN(C1)C(C)O)NC1=CC(=CC(=C1)C(F)(F)F)C(F)(F)F